N1(CCC1)C(CSC=1N=NC(=C(N1)C1=CC=CC=C1)C1=CC=CC=C1)=O 1-(azetidin-1-yl)-2-[(5,6-diphenyl-1,2,4-triazin-3-yl)sulfanyl]ethanone